ethyl P-(4-(5-(chlorodifluoromethyl)-1,2,4-oxadiazol-3-yl)phenyl)-N-(3-fluorobenzyl)phosphonamidate ClC(C1=NC(=NO1)C1=CC=C(C=C1)P(OCC)(=O)NCC1=CC(=CC=C1)F)(F)F